bis-(triphenylphosphine) palladium dichloride [Pd](Cl)Cl.C1(=CC=CC=C1)P(C1=CC=CC=C1)C1=CC=CC=C1.C1(=CC=CC=C1)P(C1=CC=CC=C1)C1=CC=CC=C1